CS(C([O-])=S)C1(COC1)C1=NC(=CC(=N1)Cl)OC (3-(4-chloro-6-methoxypyrimidin-2-yl) oxetan-3-yl) S-methyldithiocarbonate